[Sn].[Ca].[K] potassium-calcium-tin